1-(4-piperidinyl)azetidin-3-ol N1CCC(CC1)N1CC(C1)O